C(C)OC(C1=C(C=C(C=C1)N1CCN(CC1)CC(F)F)NC(C=C)=O)=O 2-acrylamido-4-(4-(2,2-difluoroethyl)piperazin-1-yl)benzoic acid ethyl ester